CC1=CC(N(C=2N=C(N=CC21)S(=O)(=O)C)C(C)C)=O 5-methyl-2-(methylsulfonyl)-8-(propan-2-yl)pyrido[2,3-d]pyrimidin-7(8H)-one